ClC1=CC=C(S1)C1=C(C(=NC(=N1)C1=CNC2=NC=C(N=C21)F)N[C@@H]2[C@H](C1CCC2CC1)C(=O)OCC)F (2S,3S)-ethyl 3-((6-(5-chlorothiophen-2-yl)-5-fluoro-2-(2-fluoro-5H-pyrrolo[2,3-b]pyrazin-7-yl)pyrimidin-4-yl)amino)bicyclo[2.2.2]octane-2-carboxylate